ClC1=CC=C(C(=N1)C(=O)OC)NC(C)C=1C=C(C=C2C(C=C(OC12)C1=CC2=CN(N=C2C(=C1)C)C)=O)C(F)(F)F Methyl 6-chloro-3-[1-[2-(2,7-dimethylindazol-5-yl)-4-oxo-6-(trifluoromethyl)chromen-8-yl]ethylamino]pyridine-2-carboxylate